(S)-6-(1-amino-1,3-dihydrospiro[indene-2,4'-piperidine]-1'-yl)-3-(4-(difluoromethyl)-2-methyl-7,8-dihydroquinolin-5-yl)-1,5-dihydro-4H-pyrazolo[3,4-d]pyrimidin-4-one N[C@@H]1C2=CC=CC=C2CC12CCN(CC2)C=2NC(C1=C(N2)NN=C1C=1C=2C(=CC(=NC2CCC1)C)C(F)F)=O